5,7-dichloro-thieno[3,2-b]pyridine-3-carboxylic acid methyl ester COC(=O)C1=CSC=2C1=NC(=CC2Cl)Cl